C(C)(C)(C)OC(=O)N1[C@H](CC[C@@H](C1)NC(=O)OC(C)C)C(N)=S trans-2-thiocarbamoyl-5-(isopropoxycarbonylamino)piperidine-1-carboxylic acid tert-butyl ester